FC(C=1OC2=C(CN(CC2)C(=O)OC(C)(C)C)N1)(F)F tert-butyl 2-(trifluoromethyl)-6,7-dihydro-4H-oxazolo[4,5-c]pyridine-5-carboxylate